pentyl 4-(dimethylamino)benzoate CN(C1=CC=C(C(=O)OCCCCC)C=C1)C